decyl-1H-imidazole bromine salt [Br].C(CCCCCCCCC)N1C=NC=C1